1-chloro-4-(dibenzofuran-3-yl)benzene ClC1=CC=C(C=C1)C=1C=CC2=C(OC3=C2C=CC=C3)C1